Methyl 4-chloro-2-((2-(trimethylsilyl)ethoxy)methyl)-2H-pyrazolo[3,4-c]quinoline-7-carboxylate ClC1=NC=2C=C(C=CC2C=2C1=NN(C2)COCC[Si](C)(C)C)C(=O)OC